7-(3-(difluoromethoxy)-5-fluorophenyl)-3-(2-morpholinoethyl)-1-((3-(trifluoromethyl)phenyl)sulfonyl)-2,3-dihydroquinazolin-4(1H)-one FC(OC=1C=C(C=C(C1)F)C1=CC=C2C(N(CN(C2=C1)S(=O)(=O)C1=CC(=CC=C1)C(F)(F)F)CCN1CCOCC1)=O)F